4-((4-(1-Isopropyl-1H-pyrazol-4-yl)pyridin-2-yl)((4-(4-methoxy-3-methylphenyl)bicyclo[2.2.2]octan-1-yl)methyl)carbamoyl)cyclohexyl trans-3-isopropylazetidine-1-carboxylate C(C)(C)C1CN(C1)C(=O)OC1CCC(CC1)C(N(CC12CCC(CC1)(CC2)C2=CC(=C(C=C2)OC)C)C2=NC=CC(=C2)C=2C=NN(C2)C(C)C)=O